CN(CCCOC1=CC=CC=C1)C N,N-dimethyl-3-phenoxypropan-1-amine